5-(4-butoxybenzoyl)amino-3-(1-isobutyl-1,2,3,6-tetrahydropyridin-4-yl)-1H-indole C(CCC)OC1=CC=C(C(=O)NC=2C=C3C(=CNC3=CC2)C=2CCN(CC2)CC(C)C)C=C1